4-{[(1R)-1-(3,4-difluorophenyl)ethyl]amino}-2-methylpyrido[3,4-d]pyrimidin FC=1C=C(C=CC1F)[C@@H](C)NC=1C2=C(N=C(N1)C)C=NC=C2